5-acetylnaphthalene C(C)(=O)C1=C2C=CC=CC2=CC=C1